N-(3,3-difluoro-cyclobutyl)-6-[3-(5-methoxymethyl-isoxazol-3-yl)-[1,2,4]triazolo[3,4-a]phthalazin-6-yloxymethyl]-nicotinamide FC1(CC(C1)NC(C1=CN=C(C=C1)COC1=NN2C(C3=CC=CC=C13)=NN=C2C2=NOC(=C2)COC)=O)F